C(#N)C1=C(SC=2CN(CCC21)CC2=CC(=CC(=C2)F)F)NC(CC2=CC=C(C=C2)S(N)(=O)=O)=O N-(3-cyano-6-(3,5-difluorobenzyl)-4,5,6,7-tetrahydrothieno[2,3-c]pyridin-2-yl)-2-(4-sulfamoylphenyl)acetamide